C(=C)C1OC2=C(C1)C=CC=C2 vinyl-(dihydrobenzofuran)